C(C)(C)(C)C1=CC=C(C=C1)C=1N=C2N(C(C1C#N)=O)C=CC=C2 2-(4-tert-butylphenyl)-4-oxo-4H-pyrido[1,2-a]pyrimidine-3-carbonitrile